4-(bis(2-mesylethyl)-amino)phenol S(=O)(=O)(C)CCN(C1=CC=C(C=C1)O)CCS(=O)(=O)C